[Na].OC(CNC(S)=S)O dihydroxyethyl-dithiocarbamic acid sodium